CC=1C(=NOC1)C[C@@H](C)C=1C=C(C=CC1)N |r| racemic-3-(1-(4-methylisoxazol-3-yl)propan-2-yl)benzenamine